N-[[6-(1-Naphthylmethoxy)-2-pyridyl]sulfonyl]-2-(2,2,4-trimethylpyrrolidin-1-yl)pyridin-3-carboxamid C1(=CC=CC2=CC=CC=C12)COC1=CC=CC(=N1)S(=O)(=O)NC(=O)C=1C(=NC=CC1)N1C(CC(C1)C)(C)C